2-Fluoroethyl-5-fluorohexanoat FCCOC(CCCC(C)F)=O